CC1=C(C=CC(=C1)Br)NC(=O)NC1=C(C=C(C=C1)Br)C 1,3-bis(2-methyl-4-bromophenyl)urea